ClC=1C=C(C=C2C(C(=CN(C12)[C@H]1[C@H](C1)F)C(=O)O)=O)F 8-chloro-6-fluoro-1-[(1R,2S)-cis-2-fluoro-1-cyclopropyl]-1,4-dihydro-4-oxoquinoline-3-carboxylic acid